N-((3-nitro-4-(((tetrahydro-2H-pyran-3-yl)methyl)amino)phenyl)sulfonyl)nicotinamide [N+](=O)([O-])C=1C=C(C=CC1NCC1COCCC1)S(=O)(=O)NC(C1=CN=CC=C1)=O